O=C1N(C(C2=CC=CC=C12)=O)N1[C@H]2CCC[C@@H]1[C@H]1N(N=N[C@H]12)C=1C=C2C=CN(C2=CC1)C(=O)OC(C)(C)C tert-butyl 5-((3aS,4S,8R,8aR)-9-(1,3-dioxoisoindolin-2-yl)-4,5,6,7,8,8a-hexahydro-4,8-epiminocyclohepta[d][1,2,3]triazol-1(3aH)-yl)-1H-indole-1-carboxylate